3-(3-(4-(2-(2-fluoro-5-((6-fluoro-4-methyl-1H-indol-5-yl)oxy)phenyl)-1H-imidazol-5-yl)-2,6-dimethyltetrahydro-2H-pyran-4-yl)phenyl)propanoic acid FC1=C(C=C(C=C1)OC=1C(=C2C=CNC2=CC1F)C)C=1NC(=CN1)C1(CC(OC(C1)C)C)C=1C=C(C=CC1)CCC(=O)O